N',N-dimethyl-semicarbazide CN(NC)C(=O)N